ClC=1C=NC(=C(C1Cl)Cl)Cl 3,4,5,6-tetrachloro-pyridine